ethyl (R)-2-(1-(cyclopropylmethyl)-6-(1-pivalamidoethyl)-1H-pyrrolo[2,3-b]pyridin-2-yl)-7-methoxy-1-methyl-1H-benzo[d]imidazole-5-carboxylate C1(CC1)CN1C(=CC=2C1=NC(=CC2)[C@@H](C)NC(C(C)(C)C)=O)C2=NC1=C(N2C)C(=CC(=C1)C(=O)OCC)OC